C(C1=CC=CC=C1)OC(=O)N[C@H]1COC2=CC(=CC=C2C1)N1CCC(CC1)C(=O)OCC ethyl (R)-1-(3-(((benzyloxy)carbonyl)amino)chroman-7-yl)piperidine-4-carboxylate